(R)-1-(2,6-dimethylpyridin-4-yl)-3-(isoquinolin-4-yl)-2-oxoimidazolidine-4-carbonitrile CC1=NC(=CC(=C1)N1C(N([C@H](C1)C#N)C1=CN=CC2=CC=CC=C12)=O)C